3-(7-isopropylpyrazolo[1,5-a]pyrimidin-6-yl)urea C(C)(C)C1=C(C=NC=2N1N=CC2)NC(N)=O